3H-indene C1=CCC2=CC=CC=C12